(S)-(1-(2-hydroxyethyl)-1H-pyrazol-4-yl)(6-(3-methyl-1H-pyrrolo[2,3-B]pyridin-5-yl)-8-(pyrrolidin-2-yl)-3,4-dihydroisoquinolin-2(1H)-yl)methanone OCCN1N=CC(=C1)C(=O)N1CC2=C(C=C(C=C2CC1)C=1C=C2C(=NC1)NC=C2C)[C@H]2NCCC2